(5-fluoro-3-pyridinyl)cyclopropanecarboxylic acid FC=1C=C(C=NC1)C1(CC1)C(=O)O